3-((2-chloro-5-isopropoxypyridin-4-yl)methoxy)-5-(2,5-dimethyl-1,2,3,4-tetrahydroisoquinolin-7-yl)pyrazin-2-amine ClC1=NC=C(C(=C1)COC=1C(=NC=C(N1)C1=CC(=C2CCN(CC2=C1)C)C)N)OC(C)C